FC1=C2C(NC(=NC2=CC(=C1)OCC1CCN(CC1)CC1CC(C1)N(C)C1=C(C=C(C=C1)[N+](=O)[O-])F)CSC1CCOCC1)=O 5-fluoro-7-((1-((3-((2-fluoro-4-nitrophenyl)(methyl)amino)cyclobutyl)methyl)piperidin-4-yl)methoxy)-2-(((tetrahydro-2H-pyran-4-yl)thio)methyl)quinazolin-4(3H)-one